lead-iron-niobium oxide [O-2].[Nb+5].[Fe+2].[Pb+2]